4-{[3-(4-{[1-(2,3-dimethoxypropyl)piperidin-4-yl]amino}-1-(2,2,2-trifluoroethyl)-1H-indol-2-yl)prop-2-yn-1-yl]amino}-3-methoxybenzene-1-sulfonamide COC(CN1CCC(CC1)NC1=C2C=C(N(C2=CC=C1)CC(F)(F)F)C#CCNC1=C(C=C(C=C1)S(=O)(=O)N)OC)COC